Methyl 3-(4-(4-fluoro-1H-indol-3-yl)furan-2-yl)-3-oxopropanoate FC1=C2C(=CNC2=CC=C1)C=1C=C(OC1)C(CC(=O)OC)=O